xanthoylurea C1=CC=CC=2OC3=CC=CC=C3C(C12)C(=O)NC(=O)N